rac-(2R,3S)-3-hydroxybut-2-yl 4-methylbenzenesulfonate CC1=CC=C(C=C1)S(=O)(=O)O[C@H](C)[C@H](C)O |r|